C(C)OC(CCC1=C(C=CC(=C1)Cl)CO)=O 3-[5-chloro-2-(hydroxymethyl)phenyl]propionic acid ethyl ester